2-chloro-5-fluoro-2',4',6'-trimethoxy-4,5'-bipyrimidine ClC1=NC=C(C(=N1)C=1C(=NC(=NC1OC)OC)OC)F